4-amino-7-fluoro-8-(2-fluoro-6-methoxyphenyl)-3-(propylcarbamoyl)isoquinoline 2-oxide NC1=C([N+](=CC2=C(C(=CC=C12)F)C1=C(C=CC=C1OC)F)[O-])C(NCCC)=O